C1(=CC(=CC=C1)OC(CCCCCCCCCCCCCCC)=O)C (3-toluyl)palmitate